O1CCN(CC1)C=1C2=C(N=CN1)N(C(=C2)C2CCC(CC2)NC(=O)C2=NC=CC(=C2)CN2C[C@@H](CCC2)NC(OC(C)(C)C)=O)COCC[Si](C)(C)C tert-butyl (R)-(1-((2-((4-(4-morpholino-7-((2-(trimethylsilyl)ethoxy)methyl)-7H-pyrrolo[2,3-d]pyrimidin-6-yl)cyclohexyl)carbamoyl)pyridin-4-yl)methyl)piperidin-3-yl)carbamate